methyl 1-{2-[(3S,4R)-1-[(3R,4R)-1-cyclopentyl-3-fluoro-4-(4-methoxyphenyl)pyrrolidine-3-carbonyl]-4-(methoxymethyl)pyrrolidin-3-yl]-5-(trifluoromethyl)phenyl}piperidine-4-carboxylate C1(CCCC1)N1C[C@]([C@@H](C1)C1=CC=C(C=C1)OC)(C(=O)N1C[C@@H]([C@H](C1)COC)C1=C(C=C(C=C1)C(F)(F)F)N1CCC(CC1)C(=O)OC)F